1-((2R,3R,4R,5R)-5-ethynyl-3-fluoro-4-hydroxy-5-(hydroxymethyl)tetrahydrofuran-2-yl)pyrimidine-2,4(1H,3H)-dione C(#C)[C@]1([C@H]([C@H]([C@@H](O1)N1C(NC(C=C1)=O)=O)F)O)CO